(S)-2-acetyl-3,9,10-trimethoxy-6,8,13,13a-tetrahydro-5H-dibenzo[a,g]quinolizine C(C)(=O)C=1C(=CC2=C([C@@H]3CC4=C(CN3CC2)C(=C(C=C4)OC)OC)C1)OC